(3-Fluoro-5-(1-(4-fluorophenyl)-1H-pyrazol-3-yl)benzyl)carbamic acid tert-butyl ester C(C)(C)(C)OC(NCC1=CC(=CC(=C1)C1=NN(C=C1)C1=CC=C(C=C1)F)F)=O